Cl.FC1=C(C(=C(C=C1C1=NN(C2=NC(=NC=C21)N2CCNC1(CCC1)C2)C)C(F)(F)F)F)O 2,6-Difluoro-3-(1-methyl-6-(5,8-diazaspiro[3.5]nonan-8-yl)-1H-pyrazolo[3,4-d]pyrimidin-3-yl)-5-(trifluoromethyl)phenol HCl salt